C1=CC=CC=2C3=CC=CC=C3C(C12)COC(=O)NC(C(=O)OC(C)(C)C)CCC=1C=C(C=CC1)C tert-Butyl 2-((((9H-fluoren-9-yl)methoxy) carbonyl)amino)-4-(m-tolyl)butanoate